COC=1C=C2[C@]3(C(NC2=CC1)=O)[C@@H](C3)C3=CC=C1C(=NNC1=C3)NC3=CC(=NC=C3OC)C (1R,2S)-5'-methoxy-2-{3-[(5-methoxy-2-methylpyridin-4-yl)amino]-1H-indazol-6-yl}-1'H-spiro[cyclopropane-1,3'-indol]-2'-one